N-(2-(5-fluoro-1-methyl-1H-pyrazol-4-yl)pyrimidin-4-yl)-5-isopropyl-8-((2R,3S)-2-methyl-3-((methanesulfonyl)methyl)azetidin-1-yl)isoquinolin-3-amine FC1=C(C=NN1C)C1=NC=CC(=N1)NC=1N=CC2=C(C=CC(=C2C1)C(C)C)N1[C@@H]([C@H](C1)CS(=O)(=O)C)C